BrC1=C(C(=CC=C1)C1=C(C(=C(C(=C1[2H])[2H])C1=C(C=C(C=C1)C(C)(C)C)C(C)(C)C)[2H])[2H])N 3-bromo-2'',4''-di-tert-butyl-[1,1':4',1''-terphenyl]-2',3',5',6'-d4-2-amine